4-(6-(6-(4-(methylsulfinyl)benzyl)-3,6-diazabicyclo[3.1.1]heptan-3-yl)pyridin-3-yl)-6-(1-(difluoromethyl)-1H-pyrazol-4-yl)pyrazolo[1,5-a]pyridine-3-carbonitrile CS(=O)C1=CC=C(CN2C3CN(CC2C3)C3=CC=C(C=N3)C=3C=2N(C=C(C3)C=3C=NN(C3)C(F)F)N=CC2C#N)C=C1